1-(1-methyl-1-phenylethyl)-3-p-tolyl-urea CC(C)(C1=CC=CC=C1)NC(=O)NC1=CC=C(C=C1)C